n-(2,3-dihydro-1H-inden-5-yl)acetamide CC(=O)NC1=CC2=C(CCC2)C=C1